(1R,3R,5S)-N-(2-fluoro-4-methyl-5-pyrimidin-2-ylphenyl)-3-methyl-1-(3-methyl-1,2,4-oxadiazol-5-yl)-6-azabicyclo[3.1.1]heptane-6-carboxamide FC1=C(C=C(C(=C1)C)C1=NC=CC=N1)NC(=O)N1[C@H]2C[C@H](C[C@@]1(C2)C2=NC(=NO2)C)C